(S)-N-(4-(7-(3-chloro-2-methylphenyl)-3,8,9,10-tetrahydrocyclohepta[e]indol-6-yl)phenyl)-1-(3-fluoropropyl)pyrrolidin-3-amine ClC=1C(=C(C=CC1)C1=C(C2=C(C=3C=CNC3C=C2)CCC1)C1=CC=C(C=C1)N[C@@H]1CN(CC1)CCCF)C